N-Butoxymethylacrylamide C(CCC)OCNC(C=C)=O